tert-butyl 3-(6-(6-methoxypyridazin-4-yl)pyrrolo[1,2-b]pyridazin-4-yl)-3,8-diazabicyclo[3.2.1]octane-8-carboxylate COC1=CC(=CN=N1)C=1C=C2N(N=CC=C2N2CC3CCC(C2)N3C(=O)OC(C)(C)C)C1